ClC1=CC=C2C(=N1)N(N=C2)C 6-chloro-1-methyl-pyrazolo[3,4-b]pyridine